FCCCN1C[C@@H](CC1)OC=1C=C(C=CC1)C1=C(CCCC2=C1C=CC(=C2)C(=O)O)C2=CC=CC=C2 (R)-9-(3-((1-(3-fluoropropyl)pyrrolidin-3-yl)oxy)phenyl)-8-phenyl-6,7-dihydro-5H-benzo[7]annulene-3-carboxylic acid